N1N=C(N=C1)C1=CC=C(C=N1)C=1N=C2C(=NC1)NC(CN2C[C@@H]2CC[C@H](CC2)O)=O 6-(6-(1H-1,2,4-triazol-3-yl)pyridin-3-yl)-4-((trans-4-hydroxycyclohexyl)methyl)-3,4-dihydropyrazino[2,3-b]pyrazin-2(1H)-one